C(C1=CC=CC=C1)OC1=CC=C(C=C1)NC(=O)NC=1C=C(C=CC1)C[C@H](C(=O)O)[C@@H]1CNCC1 (2S)-3-[3-[(4-Benzyloxyphenyl)carbamoylamino]phenyl]-2-[(3R)-pyrrolidin-3-yl]propanoic acid